BrC1=CC=C(O[C@H](C(=O)O)CC)C=C1 (S)-2-(p-bromophenoxy)butyric acid